1,2-di(pyridine-2-yl)dimethylbenzene N1=C(C=CC=C1)C1=C(C(=C(C=C1)C)C)C1=NC=CC=C1